FC1=CC=C(C=C1)NC(NC1=CC2=C(C3=C(S2)C=C(C=C3)S(=O)(=O)N[C@H](C(=O)O)C(C)C)C=C1)=O (S)-2-(7-(3-(4-fluorophenyl)ureido)dibenzo[b,d]thiophene-3-sulfonamido)-3-methyl-butanoic acid